C(C1=CC=CC=C1)N[C@@H](C(=O)OC)CC(F)(F)F |r| rac-methyl (R)-2-(benzylamino)-4,4,4-trifluorobutanoate